C1(=CC=CC=C1)C1=CC(=NC=C1)C=1NC(=NN1)C1N(CCC1)C#N (5-(4-Phenylpyridin-2-yl)-4H-1,2,4-triazol-3-yl)pyrrolidine-1-carbonitrile